CC1=NC=C(C(=N1)C(F)(F)F)C(=O)NC1=C(C=CC(=C1)N1N=NC(=C1)C(NCCCN1CCOCC1)=O)N1CCN(CC1)C 2-methyl-N-(2-(4-methylpiperazin-1-yl)-5-(4-((3-morpholinopropyl)carbamoyl)-1H-1,2,3-triazol-1-yl)phenyl)-4-(trifluoromethyl)pyrimidine-5-carboxamide